2-chloro-N-((pyridin-2-ylmethyl)carbamoyl)-6-(trifluoromethyl)nicotinamide ClC1=C(C(=O)NC(NCC2=NC=CC=C2)=O)C=CC(=N1)C(F)(F)F